2-(bromomethyl)prop-1-ene BrCC(=C)C